9-[(2-hydroxy)ethoxy]methylguanine OCCOCN1C=2N=C(NC(C2N=C1)=O)N